4-[(2-methyl-1,3-benzoxazol-6-yl)sulfonyl]morpholin CC=1OC2=C(N1)C=CC(=C2)S(=O)(=O)N2CCOCC2